C1(=CC=CC=2C3=CC=CC=C3CC12)CCCC(=O)O fluorenebutyric acid